4-(2,6,6-trimethyl-1-cyclohexenyl)2-butene-4-one CC1=C(C(CCC1)(C)C)C(C=CC)=O